(4-Methylpiperazin-1-yl)(7-morpholino-5-(3-(m-tolyl)-1H-pyrazol-1-yl)thieno[3,2-b]pyridin-2-yl)methanone CN1CCN(CC1)C(=O)C1=CC2=NC(=CC(=C2S1)N1CCOCC1)N1N=C(C=C1)C=1C=C(C=CC1)C